Lauramidopropylamine Oxide C(CCCCCCCCCCC)(=O)NCCC[NH2]=O